2-(3-(4-(6-((6-Acetyl-8-cyclopentyl-5-methyl-7-oxo-7,8-dihydropyrido[2,3-d]pyrimidin-2-yl)amino)pyridin-3-yl)piperazin-1-yl)-3-oxopropanamido)-N-(4,5-dimethylthiazol-2-yl)benzamide C(C)(=O)C1=C(C2=C(N=C(N=C2)NC2=CC=C(C=N2)N2CCN(CC2)C(CC(=O)NC2=C(C(=O)NC=3SC(=C(N3)C)C)C=CC=C2)=O)N(C1=O)C1CCCC1)C